ClC1=C2C(=NC(=N1)Cl)N(N=C2)C=2C=NC=CC2 4,6-dichloro-1-(pyridin-3-yl)-1H-pyrazolo[3,4-d]pyrimidine